C(CCCCCCCCCCCCCCC)CCC(C(=O)O)CCCC.C(C)C(C(=O)OCCCCCCCCCCCCCCCC)CCCC cetyl 2-ethylhexanoate (cetyl ethylhexanoate)